C1(=CC=CC=C1)COC1=CC(=CC=C1)C1CC(CC1)C(C)(F)F 1-(phenylmethyloxy)-3-(3-(1,1-difluoroethyl)cyclopentyl)benzene